tert-butyl (2R,6S)-4-(1-((6-methoxy-2-methyl-[1,2,4]triazolo[1,5-a]pyridin-7-yl)carbamoyl)-2,3-dihydro-1H-pyrrolo[2,3-b]pyridin-4-yl)-2,6-dimethylpiperazine-1-carboxylate COC=1C(=CC=2N(C1)N=C(N2)C)NC(=O)N2CCC=1C2=NC=CC1N1C[C@H](N([C@H](C1)C)C(=O)OC(C)(C)C)C